C(#N)C=1C(=NC2=CC=CC=C2C1)CN1C(=O)N(C=2N=C(N(C2C1=O)CC#CC)N1C[C@@H](CCC1)N)C 1-[(3-Cyano-quinoline-2-yl)methyl]-3-methyl-7-(2-butyne-1-yl)-8-((R)-3-amino-piperidine-1-yl)-xanthine